ethyl 5-[3-(4-bromo-2-methyl-pyrazol-3-yl)oxypropoxy]-1H-pyrazole-3-carboxylate BrC1=C(N(N=C1)C)OCCCOC1=CC(=NN1)C(=O)OCC